N-[5-chloro-4-(hydroxymethyl)-2-pyridyl]isoxazole-3-carboxamide ClC=1C(=CC(=NC1)NC(=O)C1=NOC=C1)CO